C1(=CC=CC=C1)C=1C=CC(=NC1)C1=NN(C(C1)C=1C=C2N=CC=NC2=CC1)CCCC(=O)O 4-(3-(5-phenylpyridin-2-yl)-5-(quinoxalin-6-yl)-4,5-dihydro-1H-pyrazol-1-yl)butanoic acid